C(C1=CC=CC=C1)C1=NSC(=C1)C1=CN(C=2N=CN=CC21)[C@H]2[C@@H]([C@@H]([C@H](C2)CNCCCNCCC2=CC=CC=C2)O)O (1R,2S,3R,5R)-3-[5-(3-benzyl-1,2-thiazol-5-yl)pyrrolo[2,3-d]pyrimidin-7-yl]-5-[({3-[(2-phenylethyl)amino]propyl}amino)methyl]cyclopentane-1,2-diol